CC(CC(C)C)NC1=CC=C(C=C1)N (1,3-dimethyl-butyl)-p-phenylenediamine